(3E)-4-(1-METHYL-1H-INDOL-3-YL)BUT-3-EN-2-ONE CN1C=C(C2=CC=CC=C12)/C=C/C(C)=O